N1CCC(CC1)CC1CN(CC1)C(=O)OC(C)(C)C tert-butyl 3-(piperidin-4-ylmethyl)pyrrolidine-1-carboxylate